C(C)(=O)C=1C(=NC(=CC1)N1C=NC2=C1C=CC(=C2)NC=2N=NC(=CC2)C)CC2(CC2)C#N 1-[[3-acetyl-6-[5-[(6-methylpyridazin-3-yl)amino]benzimidazol-1-yl]-2-pyridinyl]-methyl]cyclopropanecarbonitrile